ClC1=C(C=CC=C1)[C@H]1CC[C@H](N1C(=O)C1=CC=C(C=C1)C1=CC(=C(C=C1)OC)OC)C(=O)O (2S,5R)-5-(2-chlorophenyl)-1-(3',4'-dimethoxy-[1,1'-biphenyl]-4-carbonyl)pyrrolidine-2-carboxylic acid